CC=1SC(=CN1)C(=O)N 2-methylthiazol-5-carboxamide